(2S,4R)-4-fluoro-N-[(S)-[3-fluoro-4-(propan-2-yl)phenyl](phenyl)methyl]-1-[2-(1-methyl-1H-pyrazol-5-yl)acetyl]pyrrolidine-2-carboxamide F[C@@H]1C[C@H](N(C1)C(CC1=CC=NN1C)=O)C(=O)N[C@@H](C1=CC=CC=C1)C1=CC(=C(C=C1)C(C)C)F